methyl-3-(8-oxo-4-oxa-7-azaspiro[2.5]octan-7-yl)benzene CC1=CC(=CC=C1)N1CCOC2(CC2)C1=O